SCCOC1=C(C=CC=C1)C=1C2=CC=C(N2)C(=C2C=CC(C(=C3C=CC(=C(C=4C=CC1N4)C4=C(C=CC=C4)OCCS)N3)C3=C(C=CC=C3)OCCS)=N2)C2=C(C=CC=C2)OCCS 5,10,15,20-tetrakis(o-2-mercaptoethoxyphenyl)porphyrin